(S)-3-(benzyl-((R)-1-phenylethyl)amino)-3-(4-fluoro-3'-methoxybiphenyl-3-yl)propanoic acid ethyl ester C(C)OC(C[C@@H](C=1C=C(C=CC1F)C1=CC(=CC=C1)OC)N([C@H](C)C1=CC=CC=C1)CC1=CC=CC=C1)=O